C(CC)(=O)OCCC(CCC=C(C)C)C 3,7-dimethyloct-6-en-1-yl propanoate